FC=1C(=CC2=CC(=CC(=C2C1C#C[Si](C(C)C)(C(C)C)C(C)C)O)OCOC)C#N 3-fluoro-5-hydroxy-7-(methoxymethoxy)-4-((triisopropylsilyl)ethynyl)-2-naphthonitrile